C1(CC1)S(=O)(=O)NC=1SC=C(N1)C(C)(C)NC(=O)C=1C=CC(=NC1)C1=NC=CC=C1 N-(2-(2-(cyclopropanesulfonylamino)thiazol-4-yl)propan-2-yl)-[2,2'-bipyridine]-5-carboxamide